FC1=CC(=CC=2N(C(=NC21)C)C(C)C)C=2C=CN1N=C(N=CC12)N[C@@H]1C[C@H](C1)NC trans-N1-(5-(4-fluoro-1-isopropyl-2-methyl-1H-benzo[d]imidazol-6-yl)pyrrolo[2,1-f][1,2,4]triazin-2-yl)-N3-methylcyclobutane-1,3-diamine